1,2-difluoro ethylene carbonate C(O)(O)=O.FC=CF